C1(CC1)S(=O)(=O)N1N=CC(=C1)C1=NC=CC(=N1)NC1=NC=C(C(=C1)NC1CCC(CC1)(O)C)C1=NN(C(=C1)N1CCC(CC1)(F)F)C (1s,4s)-4-((2-((2-(1-(Cyclopropylsulfonyl)-1H-pyrazol-4-yl)pyrimidin-4-yl)amino)-5-(5-(4,4-difluoropiperidin-1-yl)-1-methyl-1H-pyrazol-3-yl)pyridin-4-yl)amino)-1-methylcyclohexan-1-ol